C1(CC1)S(=O)(=O)N1CCN(CC1)C(=O)C=1C=NC2=CC=CC=C2C1N1CCC(CC1)(C#N)C 1-(3-(4-(Cyclopropylsulfonyl)piperazine-1-carbonyl)quinolin-4-yl)-4-methylpiperidine-4-carbonitrile